7-bromo-2-chloro-N-((5-fluorothiophen-2-yl)methyl)pyrrolo[2,1-f][1,2,4]triazin-4-amine BrC1=CC=C2C(=NC(=NN21)Cl)NCC=2SC(=CC2)F